O1CCN(CC1)C=1C=CC2=C(C1)[Si]1(CCCCC1)C1=C(C23OC(C2=CC=C(C=C23)C(=O)O)=O)C=CC(=C1)N1CCOCC1 3',7'-dimorpholino-3-oxo-3H-dispiro[isobenzofuran-1,10'-dibenzo[b,e]siline-5',1''-silinane]-6-carboxylic acid